CN(CCCN(CCCN(C)C)CCCN(C)C)C tris(3-dimethylaminopropyl)amine